ClC=1C(=NC=2CN(CCC2C1)CC1=NC2=C(N1C[C@@H](C)OC(F)F)C=C(C=C2)C(=O)O)OCC2=C(C=C(C=C2)Cl)F 2-({3-chloro-2-[(4-chloro-2-fluorophenyl)methoxy]-5,6,7,8-tetrahydro-1,7-naphthyridin-7-yl}methyl)-1-[(2R)-2-(difluoromethoxy)propyl]-1H-1,3-benzodiazole-6-carboxylic acid